C1=CC=C2C(=C1)C=CN2 The molecule is an indole and a polycyclic heteroarene. It has a role as an Escherichia coli metabolite. It is a tautomer of a 3H-indole.